2-fluoro-1-(4-fluorophenoxy)-4-nitrobenzene FC1=C(C=CC(=C1)[N+](=O)[O-])OC1=CC=C(C=C1)F